6-amino-9-{(3R)-1-[(2E)-4-(dimethylamino)-2-butenoyl]-3-pyrrolidinyl}-7-(4-phenoxyphenyl)-7,9-dihydro-8H-purin-8-one NC1=C2N(C(N(C2=NC=N1)[C@H]1CN(CC1)C(\C=C\CN(C)C)=O)=O)C1=CC=C(C=C1)OC1=CC=CC=C1